[2,6-difluoro-4-(methoxymethyl)phenyl]-4,4,5,5-tetramethyl-1,3,2-dioxaborolan FC1=C(C(=CC(=C1)COC)F)B1OC(C(O1)(C)C)(C)C